C1(CC1)N1N=CC(=C1)C1CN(CC(O1)C(F)F)S(=O)(=O)C1=CC=C(C)C=C1 2-(1-cyclopropylpyrazol-4-yl)-6-(difluoromethyl)-4-(p-toluenesulfonyl)morpholine